2-((2-chloro-5-(((3S,4R)-3,4-difluoropyrrolidin-1-yl)methyl)pyrimidin-4-yl)oxy)-1-fluoro-5,6,8,9,10,11-hexahydro-7H-pyrido[3',4':4,5]pyrrolo[2,3-f]isoquinolin-7-one ClC1=NC=C(C(=N1)OC=1N=CC=2CCC3=C(C2C1F)NC1=C3C(NCC1)=O)CN1C[C@@H]([C@@H](C1)F)F